(1R,3R)-1-[4-[2-[3-(difluoromethyl)azetidin-1-yl]ethoxy]-2,6-difluoro-phenyl]-2-(2-fluoro-2-methyl-propyl)-3-methyl-1,3,4,9-tetrahydropyrido[3,4-b]indole FC(C1CN(C1)CCOC1=CC(=C(C(=C1)F)[C@H]1N([C@@H](CC2=C1NC1=CC=CC=C21)C)CC(C)(C)F)F)F